4-(cycloheptylamino)-2-((4-(3,5-dimethylisoxazol-4-yl)-2-methoxyphenyl)amino)-7H-pyrrolo[2,3-d]pyrimidine-5-carbonitrile C1(CCCCCC1)NC=1C2=C(N=C(N1)NC1=C(C=C(C=C1)C=1C(=NOC1C)C)OC)NC=C2C#N